CN1N=CC2=CC=CC(=C12)NS(=O)(=O)C=1C=NC(=CC1)N1N=CC=2CCCCC12 N-(1-METHYL-1H-INDAZOL-7-YL)-6-(4,5,6,7-TETRAHYDRO-1H-INDAZOL-1-YL)PYRIDINE-3-SULFONAMIDE